2-ethyl-N-(8-fluoro-2-methylimidazo[1,2-a]pyridin-6-yl)-4-((3S,4R)-3-fluoro-4-(methylamino)pyrrolidin-1-yl)-2H-indazole-7-carboxamide bis(2,2,2-trifluoroacetate) FC(C(=O)O)(F)F.FC(C(=O)O)(F)F.C(C)N1N=C2C(=CC=C(C2=C1)N1C[C@@H]([C@@H](C1)NC)F)C(=O)NC=1C=C(C=2N(C1)C=C(N2)C)F